1-methyl-3a-(3,4,5-trimethoxyphenyl)-2,3,4,5,7,7a-hexahydroindol-6-one CN1CCC2(CCC(CC12)=O)C1=CC(=C(C(=C1)OC)OC)OC